FC=1C=C(C=C(C1O)F)C=C1C(N(C(=N1)C)C)=O 5-[(3,5-Difluoro-4-hydroxyphenyl)methylene]-3,5-dihydro-2,3-dimethyl-4H-imidazol-4-one